O=C1N(C(CCC1N1C(C2=CC=CC(=C2C1)N1C[C@@H]2[C@H](C1)CN(C2)C(=O)OCC2=CC=CC=C2)=O)=O)COCC[Si](C)(C)C benzyl (3aR,6aS)-5-(2-(2,6-dioxo-1-((2-(trimethylsilyl) ethoxy)methyl)piperidin-3-yl)-1-oxoisoindolin-4-yl)hexahydropyrrolo[3,4-c]pyrrole-2(1H)-carboxylate